ClC1=NC(=CC(=C1)C=1C(=NN2C1N=C(C=C2)N[C@@H]2COC[C@@H]2O)C=2C=C(C#N)C=CC2)C |r| 3-[3-(2-chloro-6-methyl-4-pyridinyl)-5-[[rac-(3r,4r)-4-hydroxytetrahydrofuran-3-yl]amino]pyrazolo[1,5-a]pyrimidin-2-yl]benzonitrile